[Mg+2].C(=O)[O-].C(=O)[O-].C1=CC=CC1.C1=CC=CC1 dicyclopentadiene diformate magnesium